BrC=1C=NC(=NC1)OCC1CCN(CC1)C(=O)OC(C)(C)C tert-Butyl 4-(((5-bromopyrimidin-2-yl)oxy)methyl)piperidine-1-carboxylate